(R)-N-(4-(3-((5-cyanopyrimidin-2-yl)amino)pyrrolidin-1-yl)-2-(2,2,2-trifluoroethoxy)quinazolin-7-yl)acrylamide C(#N)C=1C=NC(=NC1)N[C@H]1CN(CC1)C1=NC(=NC2=CC(=CC=C12)NC(C=C)=O)OCC(F)(F)F